3-(isoquinolin-4-yl)-2-oxo-1-(6-(trifluoromethyl)pyridazin-3-yl)imidazolidine-4-carbonitrile C1=NC=C(C2=CC=CC=C12)N1C(N(CC1C#N)C=1N=NC(=CC1)C(F)(F)F)=O